C1(CCC1)NC(O)=O.BrC=1C=NC(=C(C(=O)N(C2OCCC2)C2CC2)C1)Cl 5-bromo-2-chloro-N-cyclopropyl-N-(tetrahydrofuran-2-yl)nicotinamide cyclobutylcarbamate